bis(secondary-butylamino)silane C(C)(CC)N[SiH2]NC(C)CC